4-[(S)-(5-chloro-2-pyridinyl)-phenyl-methyl]-4-hydroxy-piperidine-1-carboxylic acid tert-butyl ester C(C)(C)(C)OC(=O)N1CCC(CC1)(O)[C@@H](C1=CC=CC=C1)C1=NC=C(C=C1)Cl